benzo[d]imidazole-2-thione N=1C(N=C2C1C=CC=C2)=S